2-(7-(4-(1-methylpiperidin-4-yl)phenyl)-4-oxopyrido-[3,2-d]pyrimidin-3(4H)-yl)-2-phenyl-N-(thiazol-2-yl)acetamide indium-cesium [Cs].[In].CN1CCC(CC1)C1=CC=C(C=C1)C1=CC=2N=CN(C(C2N=C1)=O)C(C(=O)NC=1SC=CN1)C1=CC=CC=C1